3-AMINO-6-FORMYL-2-PYRAZINECARBONITRILE NC=1C(=NC(=CN1)C=O)C#N